(5R,8S)-N-(3,4-dichlorophenyl)-2-fluoro-6,7,8,9-tetrahydro-5H-5,8-epiminobenzo[7]annulene-10-carboxamide ClC=1C=C(C=CC1Cl)NC(=O)N1[C@@H]2CC[C@H]1CC1=C2C=CC(=C1)F